N1=CC=CC(=C1)[C@@H]1N(C)CCC1 |r| (R)- and (S)-nicotine